CC1=C(N)C=CC=C1C[C@@H](C)NCC(F)(F)F (R)-2-methyl-3-(2-((2,2,2-trifluoroethyl)amino)propyl)aniline